2-chloro-7,7-dimethyl-5H-thieno[3,4-d]pyrimidine ClC=1N=CC2=C(N1)C(SC2)(C)C